3-methyl-4-oxoazepan-1-carboxylic acid benzyl ester C(C1=CC=CC=C1)OC(=O)N1CC(C(CCC1)=O)C